CC([C@@H](C(=O)N1[C@@H](C[C@H](C1)O)C(=O)N[C@@H](C)C1=CC=C(C=C1)C1=C(N=CS1)C)NC(CCCCCC#C)=O)(C)C (2S,4R)-1-[(2S)-3,3-dimethyl-2-(oct-7-ynamido)-butanoyl]-4-hydroxy-N-[(1S)-1-[4-(4-methyl-1,3-thiazol-5-yl)phenyl]ethyl]-pyrrolidine-2-carboxamide